C(C)OCC=1N(C(=C(N1)C=O)C1=CC=CC=C1)CC(C)(C)O 2-(ethoxymethyl)-1-(2-hydroxy-2-methylpropyl)-5-phenyl-1H-imidazole-4-carbaldehyde